(R)-N-(4-(4-amino-7-methyl-5-(4-(2-methylpiperidine-1-carbonyl)phenyl)-7H-pyrrolo[2,3-d]pyrimidin-6-yl)-3-fluorophenyl)methacrylamide NC=1C2=C(N=CN1)N(C(=C2C2=CC=C(C=C2)C(=O)N2[C@@H](CCCC2)C)C2=C(C=C(C=C2)NC(C(=C)C)=O)F)C